ClC1=CC=C2CCN(C2=C1)CC=1C=C(SC1)C(=O)C=1C=NC=NC1 5-({4-[(6-chloro-2,3-dihydro-1H-indol-1-yl)methyl]-2-thienyl}carbonyl)pyrimidin